CC1(C2(CCC1)NC(C=1N2C(C(=CC1)NC1=NC=NC=C1)=O)=O)C 2',2'-dimethyl-6-(pyrimidin-4-ylamino)spiro[2H-imidazo[1,5-a]pyridine-3,1'-cyclopentane]-1,5-dione